deoxymevalonate C(C[C@@H](C)CCO)(=O)[O-]